(R)-3-nitro-6-(pent-4-en-2-yloxy)-5-(trifluoromethyl)picolinic acid lithium [Li].[N+](=O)([O-])C=1C(=NC(=C(C1)C(F)(F)F)O[C@H](C)CC=C)C(=O)O